5-((7-((2-isopropyl-5-methylcyclohexyl)oxy)heptyl)amino)-2-methyl-4-oxoquinazolin C(C)(C)C1C(CC(CC1)C)OCCCCCCCNC1=C2C(NC(=NC2=CC=C1)C)=O